N-(4-methylbenzo[d]thiazol-2-yl)isobutylamide CC1=CC=CC2=C1N=C(S2)[N-]CC(C)C